6-bromo-4-(2,2-difluorocyclopropoxy)phthalazin-1(2H)-one BrC=1C=C2C(=NNC(C2=CC1)=O)OC1C(C1)(F)F